C([C@H]([C@H]([C@@H]([C@H](C=O)O)O)O)O)O.O D-(+)-glucose monohydrate